N-(4-Fluoro-2-methylphenyl)-acetamid FC1=CC(=C(C=C1)NC(C)=O)C